2-(3,4-dichloro-2-hydroxy-5-oxo-2,5-dihydro-1H-pyrrol-1-yl)ethanaminium 2,2,2-trifluoroacetate FC(C(=O)[O-])(F)F.ClC=1C(N(C(C1Cl)=O)CC[NH3+])O